1-(2-carboxy-2-methoxyethyl)-2-(4-(6-((4-cyano-2-fluorobenzyl)oxy)pyridin-2-yl)-2-fluorobenzyl)-1H-benzo[d]imidazole-6-carboxylic acid C(=O)(O)C(CN1C(=NC2=C1C=C(C=C2)C(=O)O)CC2=C(C=C(C=C2)C2=NC(=CC=C2)OCC2=C(C=C(C=C2)C#N)F)F)OC